S1C(=NC=C1)N1N=CC2=C1OC=CC2=O 1-(thiazol-2-yl)pyrano[2,3-c]pyrazol-4-one